S(=O)(=O)(O)C(C(=O)O)(CC(=O)O)N1C(CCC1=O)=O.S(=O)(=O)(O)C(C(=O)O)(CC(=O)O)N1C(CCC1=O)=O.C(CO)O ethylene glycol bis[sulfosuccinimidyl succinate]